di-tert-butyl-2,3-diaminobutane tin (II) [Sn+2].C(C)(C)(C)C(C(C)(N)C(C)(C)C)(C)N